FC1=C(N)C=CC(=C1C=1C=CC=2N(C1)C=NC2C2=NN=C(N2COCC[Si](C)(C)C)C)F 2,4-difluoro-3-[1-(5-methyl-4-[[2-(trimethylsilyl)ethoxy]methyl]-1,2,4-triazol-3-yl)imidazo[1,5-a]pyridin-6-yl]aniline